1-(pyridin-2-yl)cyclobutane-1-carboxylic acid tert-butyl ester C(C)(C)(C)OC(=O)C1(CCC1)C1=NC=CC=C1